2-bromo-1-phenylethanone BrCC(=O)C1=CC=CC=C1